2-(3-(isoquinolin-4-yl)-2,4-dioxo-6-(trifluoromethyl)-3,4-dihydroquinazolin-1(2H)-yl)acetonitrile C1=NC=C(C2=CC=CC=C12)N1C(N(C2=CC=C(C=C2C1=O)C(F)(F)F)CC#N)=O